5-(3-(((1R,5S,6S)-3-(benzylsulfonyl)-3-azabicyclo[3.1.0]hexan-6-yl)ethynyl)-2-fluoro-6-hydroxyphenyl)-1,2,5-thiadiazolidin-3-one 1,1-dioxide C(C1=CC=CC=C1)S(=O)(=O)N1C[C@@H]2C([C@@H]2C1)C#CC=1C(=C(C(=CC1)O)N1CC(NS1(=O)=O)=O)F